3-(Phenyl-d5)-9H-carbazole-1,2,4,5,6,7,8-d7 C1(=C(C(=C(C(=C1[2H])[2H])[2H])[2H])[2H])C1=C(C(=C2NC3=C(C(=C(C(=C3C2=C1[2H])[2H])[2H])[2H])[2H])[2H])[2H]